N-benzyl-hexadecaneamide C(C1=CC=CC=C1)NC(CCCCCCCCCCCCCCC)=O